C(C)(CCCCCCCC)O s-decanol